1-(2-nitropyridin-3-yl)pyrrolidin-2-one [N+](=O)([O-])C1=NC=CC=C1N1C(CCC1)=O